CNC([C@@H](N)C(C)C)=O N-methyl-valine amide